O=C1N(CCC1)C=1C=C(C=NC1)[C@H]1N(OCC1)C(=O)C1CCN(CC1)C1=NC=CC(=N1)C(=O)N 2-[4-[(3S)-3-[5-(2-Oxopyrrolidin-1-yl)-3-pyridyl]isoxazolidine-2-carbonyl]-1-piperidyl]pyrimidine-4-carboxamide